3-[(3-Bromophenyl)sulfanyl]-N-hydroxy-5,6-dimethylpyridazine-4-carboxamidine BrC=1C=C(C=CC1)SC=1N=NC(=C(C1C(=N)NO)C)C